[Si]([O-])([O-])([O-])[O-].[O-2].[Ca+2].[Ca+2].[Ca+2] tri-calcium oxide silicate